Z-6-[2-[[4-(Diethylamino)-1-methylbutyl]amino]-6-methyl-4-pyrimidinyl]-2-methyl-4,6-quinolinediamine trihydrochloride Cl.Cl.Cl.C(C)N(CCCC(C)NC1=NC(=CC(=N1)C1(CC=2C(=CC(=NC2C=C1)C)N)N)C)CC